Cl.O[C@@H]1C[C@H](NC1)C=1NC=C(N1)C(=O)N(CC1=CC=C(C=C1)C1=C(N=CS1)C)C 2-[(2S,4R)-4-hydroxypyrrolidin-2-yl]-N-methyl-N-[[4-(4-methyl-1,3-thiazol-5-yl)phenyl]methyl]-1H-imidazole-4-carboxamide hydrochloride